(3,5-dimethyl-1-phenyl-1H-pyrazol-4-ylmethylene)-amine CC1=NN(C(=C1C=N)C)C1=CC=CC=C1